C1(C=2C(C(N1CCOCC(=O)N[C@@H](C)C(=O)N[C@H](CCC(=O)O)C(=O)O)=O)=CC=CC2)=O N-[2-(2-phthalimidoethyloxy)acetyl]-L-alanyl-D-glutamic acid